O1CC(CCC1)NC=1C=2CNCC2C=CC1 N-(Tetrahydro-2H-pyran-3-yl)isoindolin-4-amine